BrC=1C=C(C=CC1)NC1=NC=NC2=CC=C(C=C12)NC(C=C)=O N-[4-[(3-bromophenyl)amino]-6-quinazolinyl]-2-propenamide